1-(4-hydroxyindolin-1-yl)-2-((2-methyl-5-(3-methyl-1,2,4-thiadiazol-5-yl)phenyl)amino)ethan-1-one OC1=C2CCN(C2=CC=C1)C(CNC1=C(C=CC(=C1)C1=NC(=NS1)C)C)=O